1,2-propanediol diacrylate C(C=C)(=O)OCC(C)OC(C=C)=O